tert-butyl (6-(4-bromo-1H-indol-1-yl)pyridin-3-yl)carbamate BrC1=C2C=CN(C2=CC=C1)C1=CC=C(C=N1)NC(OC(C)(C)C)=O